C(#N)CC1(CN(C1)S(=O)(=O)N(C)C)N1N=CC(=C1)C=1C=CC2=C(N(C(CC(=C2)C=2OC(=CN2)C)=O)CC2=CC=C(C=C2)OC)C1 3-(Cyanomethyl)-3-(4-(1-(4-methoxybenzyl)-4-(5-methyloxazol-2-yl)-2-oxo-2,3-dihydro-1H-benzo[b]azepin-8-yl)-1H-pyrazol-1-yl)-N,N-dimethylazetidine-1-sulfonamide